CC1=C(C=CC=2N1C=CN2)C=O (5-methylimidazo[1,2-a]pyridin-6-yl)methanone